FC[C@H]([C@@H](C1=CC=C(C=C1)S(=O)(=O)C)O)NC(/C=C/C1=CC(=C(C(=O)NOC)C=C1)O)=O 4-((E)-3-((1R,2S)-3-fluoro-1-hydroxy-1-(4-(methylsulfonyl)phenyl)propan-2-ylamino)-3-oxoprop-1-enyl)-2-hydroxy-N-methoxybenzamide